NC(COCCN1N=C2C=C(C(=CC2=C1)NC(=O)C=1N=C(SC1)C1=CC=NC=C1)C1=CSC=C1)=O N-(2-(2-(2-amino-2-oxoethoxy)ethyl)-6-(thiophene-3-yl)-2H-indazol-5-yl)-2-(pyridin-4-yl)thiazole-4-carboxamide